C(C)(=O)OC1C(NC1C#CCO)=O 3-acetoxy-4-(3-hydroxy-1-propynyl)-2-azetidinone